(R)-3-((7-Ethyl-6-oxo-5,6-dihydro-1,5-naphthyridin-3-yl)methyl)-N-methyl-1,2,3,4,4a,5-Hexahydropyrazino[1,2-d]pyrido[2,3-b][1,4]oxazine-8-carboxamide C(C)C=1C(NC=2C=C(C=NC2C1)CN1C[C@H]2N(C3=C(OC2)N=C(C=C3)C(=O)NC)CC1)=O